C(C(C)(C)C)(=O)OC1=CC(C2CC1C2(C)C)C2=C(C=C(C=C2O)C(C)(CCCCCC)C)O (2-[2,6-dihydroxy-4-(2-methyloctan-2-yl)phenyl]-7,7-dimethyl-4-bicyclo[3.1.1]hept-3-enyl) pivalate